N-ethyl-1-(5-fluoropyridin-2-yl)ethan-1-amine C(C)NC(C)C1=NC=C(C=C1)F